3-(4-fluoro-1-methyl-3-phenyl-1H-pyrazol-5-yl)urea FC=1C(=NN(C1NC(N)=O)C)C1=CC=CC=C1